N[C@@H](CO)[C@@H](CCCC(=O)C1=NC2=C(C=C3C(CCN23)(C)C)N=C1)CC(C)C |&1:4| racemic-(5S)-5-[(1R)-1-amino-2-hydroxyethyl]-1-{8,8-dimethyl-6H,7H,8H-pyrazino[2,3-b]pyrrolizin-3-yl}-7-methyloctan-1-one